C(CCCCCCCCCCC)S dodecyl mercaptan